(R)-6-(2-aminopropyl)-2-(1-(cyclopropylmethyl)-3-fluoro-1H-indol-2-yl)-1-methyl-1,6,7,8-tetrahydro-5H-imidazo[4,5-g]isoquinolin-5-one N[C@@H](CN1C(C=2C=C3C(=CC2CC1)N(C(=N3)C=3N(C1=CC=CC=C1C3F)CC3CC3)C)=O)C